C(C1=CC=CC=C1)N1CC2=NC(=C(N=C2CC1)N1CCC(CC1)(O)CC1=C(C=C(C=C1)F)F)C=1C=NN(C1)C 1-(6-benzyl-3-(1-methyl-1H-pyrazol-4-yl)-5,6,7,8-tetrahydropyrido[3,4-b]pyrazin-2-yl)-4-(2,4-difluorobenzyl)piperidin-4-ol